(6-isopropoxypyridin-3-yl)methanol C(C)(C)OC1=CC=C(C=N1)CO